2,2'-azobis[2-(5-methylimidazolin-2-yl)propane] hydrochloride Cl.N(=NC(C)(C)C=1NC(CN1)C)C(C)(C)C=1NC(CN1)C